OC1=C(OC=CC1=O)C 3-hydroxy-2-methyl-pyran-4-one